C(C)C=1C(NC=2C=C(C=NC2C1)CN1C[C@H](N(C[C@@H]1C)C=1C=CC(=NC1)C(=O)NC([2H])([2H])[2H])C)=O 5-((2R,5S)-4-((7-Ethyl-6-oxo-5H-1,5-naphthyridin-3-yl)methyl)-2,5-dimethylpiperazine-1-yl)-N-(methyl-d3)pyridine-2-carboxamide